xanthosine-phosphoric acid P(O)(O)(O)=O.[C@@H]1([C@H](O)[C@H](O)[C@@H](CO)O1)N1C=NC=2C(=O)NC(=O)NC12